OC(CCCCCCCCC=CC=CC=CC=CC(=O)O)CC 18-hydroxy-eicosatetraenoic acid